2-isopentyl-2-(2-ethylbutyl)-1,3-dimethoxypropane C(CC(C)C)C(COC)(COC)CC(CC)CC